O1C=NC2=C1C=CC(=C2)C(=O)N2C[C@@H](CCC2)N(C(=O)NCC=2NC1=CC=C(C=C1C2)Cl)C (R)-1-(1-(benzo[d]oxazole-5-carbonyl)piperidin-3-yl)-3-((5-chloro-1H-indol-2-yl)methyl)-1-methylurea